Cl.Cl.CC1=C(C=CC=2N(N=NC21)CCCC=C)C(CC(=O)OC)C2=CC=C1CCNCC1=C2 methyl 3-(4-methyl-1-(pent-4-en-1-yl)-1H-benzo[d][1,2,3]triazol-5-yl)-3-(1,2,3,4-tetrahydroisoquinolin-7-yl)propanoate dihydrochloride